trimethyl(2-{[(cis)-3-[6-bromo-4-(trifluoromethyl)-1-{[2-(trimethylsilyl)ethoxy]methyl}-1H-1,3-benzimidazol-2-yl]-1-methylcyclobutoxy]methoxy}ethyl)silane C[Si](CCOCOC1(CC(C1)C1=NC2=C(N1COCC[Si](C)(C)C)C=C(C=C2C(F)(F)F)Br)C)(C)C